C(C)S(=O)(CC)=NC1CCC(CC1)CNC1=C(C=C(C=C1)S(=O)(=O)NC(C1=CC=CC=C1)=O)[N+](=O)[O-] N-((4-((((1r,4r)-4-((diethyl(oxo)-λ6-sulfanylidene)amino)cyclohexyl)methyl)amino)-3-nitrophenyl)sulfonyl)benzamide